ClC1=C(C=CC=C1F)[C@@H]1C(=C(NC(=N1)C=1SC=CN1)C12C3C4C5(C(C14)C2C53)C(=O)O)C(=O)OC |o1:8| (1S,2R,3S,8S)-4-((S*)-6-(2-chloro-3-fluorophenyl)-5-(methoxycarbonyl)-2-(thiazol-2-yl)-3,6-dihydropyrimidin-4-yl)cubane-1-carboxylic Acid